(6-(3-(Difluoromethyl)-4-fluorophenyl)pyrazin-2-yl)methanamine FC(C=1C=C(C=CC1F)C1=CN=CC(=N1)CN)F